C1(CCC1)ON1CC2=C(N=CN=C2OC(C)C2=NC=C(C=C2)C)CC1 6-(cyclobutoxy)-4-(1-(5-methylpyridin-2-yl)ethoxy)-5,6,7,8-tetrahydropyrido[4,3-d]pyrimidine